sodium nicotinic acid C(C1=CN=CC=C1)(=O)O.[Na]